2,5-dimethyl-2,5-di(2-ethylhexyloxy)hexane CC(C)(CCC(C)(OCC(CCCC)CC)C)OCC(CCCC)CC